2-(methylthio)-8-(piperidin-1-yl)pyrido[3,4-d]pyrimidin-6-ylcarboxylic acid CSC=1N=CC2=C(N1)C(=NC(=C2)C(=O)O)N2CCCCC2